7-isopropenyl-thieno[3,2-d]Pyrimidine-4-amine C(=C)(C)C1=CSC2=C1N=CN=C2N